Chloro(phenyl)methylpivalate ClC(C(C(=O)[O-])(C)C)CC1=CC=CC=C1